8-(2,6-dioxahept-4-ylamino)octanoic acid heptadecan-9-yl ester CCCCCCCCC(CCCCCCCC)OC(CCCCCCCNC(COC)COC)=O